ClC1=CC=C(C(=N1)N1CCC(CC1)O)N[C@H](C)C=1C=C(C=C2C(C(=C(OC12)C=1C=NC=CC1)C)=O)C 8-[(1R)-1-[[6-Chloro-2-(4-hydroxy-1-piperidyl)-3-pyridyl]amino]ethyl]-3,6-dimethyl-2-(3-pyridyl)chromen-4-one